oxo-5,6-dihydro-4H-thieno[3,2-b]pyrrole-2-carboxylic acid methyl ester COC(=O)C1=CC=2NC(CC2S1)=O